N-propylpropan-1-aminium C(CC)[NH2+]CCC